6-(3-Cyanophenyl)-2-oxo-3H-imidazo[4,5-b]pyridin C(#N)C=1C=C(C=CC1)C=1C=C2C(=NC1)NC(N2)=O